ClC1=C(C=CC=2C3=C(NC12)CCN([C@H]3C)C(=O)C3=NC=C(C=N3)O)Cl (S)-(6,7-dichloro-1-methyl-1,3,4,5-tetrahydro-2H-pyrido[4,3-b]indol-2-yl)(5-hydroxypyrimidin-2-yl)methanone